FC=1C=C(C#N)C=CC1N1CC(N(C2(CC(C2)C=2OC(=NN2)C)C1=O)CC1=CC=C(C=C1)C(F)(F)F)=O 3-fluoro-4-((2s,4s)-2-(5-methyl-1,3,4-oxadiazol-2-yl)-6,9-dioxo-5-(4-(trifluoromethyl)benzyl)-5,8-diazaspiro[3.5]nonan-8-yl)benzonitrile